5-chloro-2-(4-cyclopropyl-6-methoxy-pyrimidin-5-yl)-4-[[4-[1-isopropyl-4-(trifluoromethyl)imidazol-2-yl]phenyl]methoxy]pyrimidine ClC=1C(=NC(=NC1)C=1C(=NC=NC1OC)C1CC1)OCC1=CC=C(C=C1)C=1N(C=C(N1)C(F)(F)F)C(C)C